COC(CC1=C(C=CC=C1)[N+](=O)[O-])=O (2-nitro-phenyl)-acetic acid methyl ester